COC1=CC=C(C=C1)CNCC=1C=NC=C(C1)N1CCCCC1 1-(4-methoxyphenyl)-N-[[5-(1-piperidyl)-3-pyridyl]methyl]-methanamine